OC1CC(CC1)NC1=C2C(=NC=C1C(=O)OCCOC)NC=C2 2-methoxyethyl 4-((3-hydroxycyclopentyl)amino)-1H-pyrrolo[2,3-b]pyridine-5-carboxylate